C(C(O)C)(=O)OCCOCCO diethylene glycol e-lactate